tert-butyl 4-[5,6-dichloro-2-(2-fluoro-4-pyridinyl) pyrimidin-4-yl]-6,6-difluoro-1,4-diazepan-1-carboxylate ClC=1C(=NC(=NC1Cl)C1=CC(=NC=C1)F)N1CCN(CC(C1)(F)F)C(=O)OC(C)(C)C